3-((4-(2-(((7-Bromo-2-(2,6-dioxopiperidin-3-yl)-1-oxoisoindoline-5-yl)methyl)(Methyl)amino)-4-methylthiazol-5-yl)-5-fluoropyrimidin-2-yl)amino)benzenesulfonamide BrC=1C=C(C=C2CN(C(C12)=O)C1C(NC(CC1)=O)=O)CN(C=1SC(=C(N1)C)C1=NC(=NC=C1F)NC=1C=C(C=CC1)S(=O)(=O)N)C